(5-cyclopropyl-7-(difluoromethoxy)-1-(prop-2-yn-1-yl)-1H-indazol-3-yl)-4-fluorobenzamide C1(CC1)C=1C=C2C(=NN(C2=C(C1)OC(F)F)CC#C)C1=C(C(=O)N)C=CC(=C1)F